9-(4-chloro-2-fluoro-phenyl)-7-[(2S,4R)-2-[1-(2,2-difluoroethyl)-6-keto-3-pyridyl]tetrahydropyran-4-yl]-2,3-dimethyl-pyrimido[1,2-b]pyridazin-4-one ClC1=CC(=C(C=C1)C=1C=2N(N=C(C1)[C@H]1C[C@H](OCC1)C1=CN(C(C=C1)=O)CC(F)F)C(C(=C(N2)C)C)=O)F